C(C)[C@]1(C(OCC=2C(N3CC=4N(C5=C(C=C(C=C5C(C4C3=CC21)=O)F)F)C)=O)=O)O (S)-4-ethyl-8,10-difluoro-4-hydroxy-11-methyl-1,12-dihydro-14H-pyrano[3',4':6,7]indolizino[2,1-b]quinoline-3,6,14(4H,11H)-trione